rac-(1R*,2S*)-2-(4-Methoxy-benzenesulfonyl)-cyclopentanecarboxylic acid (4-chloro-benzyl)-(4,4-difluoro-cyclohexyl)-amide ClC1=CC=C(CN(C(=O)[C@@H]2[C@H](CCC2)S(=O)(=O)C2=CC=C(C=C2)OC)C2CCC(CC2)(F)F)C=C1 |r|